BrCC1(CN(C1)C(=O)OC(C)(C)C)C tert-butyl 3-(bromomethyl)-3-methyl-azetidine-1-carboxylate